C(CCCCCCCCCCCCCCCCC)N[C@@H](CCCC)C(=O)O N-stearyl-norleucine